FC1=C(C(=C(C=C1OC)OC)F)N1C(N(C2=C(C1)C=NC1=C2C2(C(N1)=O)CC2)C)=O 3'-(2,6-Difluoro-3,5-dimethoxyphenyl)-1'-methyl-4',7'-dihydrospiro[cyclopropane-1,9'-pyrrolo[3',2':5,6]pyrido[4,3-d]pyrimidine]-2',8'(1'H,3'H)-dione